N'-[(E)-(3,5-dimethoxyphenyl)methylidene]-6-(4-methoxyphenyl)pyrazine-2-carbohydrazide COC=1C=C(C=C(C1)OC)\C=N\NC(=O)C1=NC(=CN=C1)C1=CC=C(C=C1)OC